O[C@@H](COC1=CC(=NC(=C1)[C@]1(COCC1)OC)N1N=C(C=2C=NC(=CC21)NC(=O)N)C)C 1-(1-(4-((R)-2-Hydroxypropoxy)-6-((R)-3-methoxytetrahydrofuran-3-yl)pyridine-2-yl)-3-methyl-1H-pyrazolo[4,3-c]pyridine-6-yl)urea